C1(CC1)OC=1C=CC(=C(C1)N1CCC2=C(CC1)C=C(C=C2)CCC(=O)O)F 3-(3-(5-cyclopropoxy-2-fluorophenyl)-2,3,4,5-tetrahydro-1H-benzo[d]azepin-7-yl)propionic acid